((1r,3s)-3-hydroxycyclopentyl)-8-(pyridin-3-yl)-6-(4-(trifluoromethyl)phenyl)pyrido[3,4-d]pyrimidin-4(3H)-one O[C@@H]1C[C@@H](CC1)C=1NC(C2=C(N1)C(=NC(=C2)C2=CC=C(C=C2)C(F)(F)F)C=2C=NC=CC2)=O